4-(3-(difluoromethyl)-4-amino-1H-pyrazole-1-yl)piperidine-1-carboxylic acid tert-butyl ester C(C)(C)(C)OC(=O)N1CCC(CC1)N1N=C(C(=C1)N)C(F)F